C(C)(C)(C)OC(=O)N1C(CCCC1)CN1C(NC2=C1C=CC=C2)=O ((2-oxo-2,3-dihydro-1H-benzo[d]imidazol-1-yl)methyl)piperidine-1-carboxylic acid tert-butyl ester